(E)-4-(N-benzyl-2-methyl-4-anilinopyrimidine-5-carboxamido)-2-butenecarboxylic acid methyl ester COC(=O)C\C=C\CN(C(=O)C=1C(=NC(=NC1)C)NC1=CC=CC=C1)CC1=CC=CC=C1